FC(C1=C(C=CC=C1)C1(CCNCC1)N)(F)F 4-(2-(Trifluoromethyl)phenyl)piperidin-4-amine